tert-butyl 4-nitrophenylperoxyacetate [N+](=O)([O-])C1=CC=C(C=C1)CC(=O)OOC(C)(C)C